FC1=CC=C(C=C1)[C@H](C)NC1=NC(=CC(=N1)N1CCC2(CC(C(C2=O)=O)=O)CC1)NC1=NC=CN=C1 (S)-8-{2-[1-(4-fluorophenyl)ethylamino]-6-(pyrazin-2-ylamino)pyrimidin-4-yl}-1,3-dioxo-8-azaspiro[4.5]decan-2-one